Methyl-(S,E)-(7-amino-1-((1-((7-(benzyloxy)-1H-benzo[d]imidazol-2-yl)methyl)-2-oxo-1,2-dihydropyridin-3-yl)amino)-1,7-dioxohept-5-en-2-yl)carbamat COC(N[C@H](C(=O)NC=1C(N(C=CC1)CC1=NC2=C(N1)C(=CC=C2)OCC2=CC=CC=C2)=O)CC\C=C\C(=O)N)=O